tert-butyl 3-[(E)-2-[4-(trifluoromethyl)phenyl]ethenyl]pyrrolidine-1-carboxylate FC(C1=CC=C(C=C1)/C=C/C1CN(CC1)C(=O)OC(C)(C)C)(F)F